FC(OC1=CC=C(C=C1)C=1C(N(C=C2C1N=C(N=C2)NC(C)C)C=2C=C1C=CC=NC1=CC2)=O)F 8-(4-(difluoromethoxy)phenyl)-2-(isopropylamino)-6-(quinolin-6-yl)pyrido[4,3-d]pyrimidin-7(6H)-one